1-chloro-N,N,2-trimethylprop-en-1-amine ClC(=C(C)C)N(C)C